FC1=C(C=CC=C1C(C)NC1=NC(=NC2=C3C(=C(C=C12)N1CCOCC1)CCC3)C)C(C)(C)O 2-(2-fluoro-3-(1-((2-methyl-6-morpholino-8,9-dihydro-7H-cyclopenta[H]quinazolin-4-yl)amino)ethyl)phenyl)propan-2-ol